1-(((4-(((1-(dimethylamino)cyclobutyl)methyl)amino)-7-(8-ethyl-7-fluoro-3-(methoxymethoxy)naphthalen-1-yl)-8-fluoropyrido[4,3-d]pyrimidin-2-yl)oxy)methyl)cyclopropane-1-carbaldehyde CN(C1(CCC1)CNC=1C2=C(N=C(N1)OCC1(CC1)C=O)C(=C(N=C2)C2=CC(=CC1=CC=C(C(=C21)CC)F)OCOC)F)C